C(CCCCCCC)C1=CC=C(C=C1)CCB(O)O (4-octylphenylethyl)boronic acid